sec-pentyl methacrylate C(C(=C)C)(=O)OC(C)CCC